4-(2-chloro-5-fluoronicotinoyl)-5-chloropyrimidine ClC1=C(C(=O)C2=NC=NC=C2Cl)C=C(C=N1)F